n-hexylsulfonamide C(CCCCC)S(=O)(=O)N